NC1=C(C(=O)O)C=C(C=C1)CC 2-amino-5-ethyl-benzoic acid